CC1OC(CN(C1)C1=CC=C(C=C1)NC=1C=CC2=C(OCC(N2)=O)C1)C(F)(F)F 7-((4-(2-methyl-6-(trifluoromethyl)morpholino)phenyl)amino)-2H-benzo[b][1,4]oxazin-3(4H)-one